5'-bromo-4-chloro-1,1':2',1''-terphenyl BrC1=CC=C(C(=C1)C1=CC=C(C=C1)Cl)C1=CC=CC=C1